FC(C1=NOC=C1CO)F [3-(difluoromethyl)isoxazol-4-yl]Methanol